trimethylsulfur oxide iodide [I-].C[S+](C)(C)=O